N-(5-chloro-2,4-difluorophenyl)-N-methyl-2-(6-methyl-4-(trifluoromethyl)pyridin-2-yl)-5-oxopyrazolidine-3-carboxamide ClC=1C(=CC(=C(C1)N(C(=O)C1N(NC(C1)=O)C1=NC(=CC(=C1)C(F)(F)F)C)C)F)F